methyl-((4-(((1s,4s)-4-aminocyclohexyl) amino)-5-trifluoromethylpyrimidin-2-yl) amino)-2-methylisoquinolineacetate CC1=C(N(C(C2=CC=CC=C12)CC(=O)[O-])C)NC1=NC=C(C(=N1)NC1CCC(CC1)N)C(F)(F)F